5-(2-Tert-Butoxycarbonyl-3,4-dihydro-1H-isoquinolin-7-yl)-2-(3-chlorophenyl)-6-oxo-4H-pyrrolo[3,4-c]pyrazole-3-carboxylic acid C(C)(C)(C)OC(=O)N1CC2=CC(=CC=C2CC1)N1C(C2=NN(C(=C2C1)C(=O)O)C1=CC(=CC=C1)Cl)=O